(6S)-6-tert-butyl-N-[(1R)-3-(1-piperidyl)-1-[4-(1H-pyrazol-4-yl)phenyl]propyl]-5,6,7,8-tetrahydrothieno[2,3-b]quinoline-2-carboxamide C(C)(C)(C)[C@@H]1CC=2C=C3C(=NC2CC1)SC(=C3)C(=O)N[C@H](CCN3CCCCC3)C3=CC=C(C=C3)C=3C=NNC3